tert-butyl 3-[1-[4-(2,6-dioxo-3-piperidinyl) phenyl]-4-piperidinyl]-piperidine-1-carboxylate O=C1NC(CCC1C1=CC=C(C=C1)N1CCC(CC1)C1CN(CCC1)C(=O)OC(C)(C)C)=O